ClC=1C=C(C=CC1)C(C(=O)OCC)(CNC(=S)NC1=C2CCCC2=CC=2CCCC12)O ethyl 2-(3-chlorophenyl)-3-(3-(1,2,3,5,6,7-hexahydro-s-indacen-4-yl)thioureido)-2-hydroxypropanate